BrCC1=C2CCCOC2=C(C(=C1)F)C#N 5-(bromomethyl)-7-fluorochromane-8-carbonitrile